6-(5H-imidazo[1,5-b]isoindol-5-yl)-2-methylsulfonyl-2-azaspiro[3.3]heptan-7-ol C=1N=CN2C(C=3C=CC=CC3C21)C2CC1(CN(C1)S(=O)(=O)C)C2O